(12aR)-7-hydroxy-12-[(S)-(3,4-difluorophenyl)(phenyl)methyl]-3,4,12,12a-tetrahydro-1H-[1,4]oxazino[3,4-c]pyrido[2,1-f][1,2,4]triazine-6,8-dione OC=1C(C=CN2N([C@H]3N(C(C21)=O)CCOC3)[C@@H](C3=CC=CC=C3)C3=CC(=C(C=C3)F)F)=O